C[C@H]1[C@@H]([C@H]([C@H]([C@@H](O1)OC2=CC(=C3C(=C2)OC(=C(C3=O)O[C@H]4[C@@H]([C@H]([C@@H]([C@H](O4)CO)O)O)O)C5=CC(=C(C=C5)O)O)O)O)O)O The molecule is a quercetin O-glucoside that is quercetin attached to beta-D-glucopyranosyl residue at position 3 and a alpha-L-rhamnopyranosyl residue at position 7 via glycosidic linkages. Isolated from the aerial parts of Delphinium staphisagria, it exhibits trypanocidal activity. It has a role as a trypanocidal drug and a plant metabolite. It is a quercetin O-glucoside, a trihydroxyflavone and a beta-D-glucoside. It derives from an alpha-L-rhamnopyranose. It is a conjugate acid of a petiolaroside(1-).